CCCCC=CCC=CCC=CCC=CCCCCC eicosa-5,8,11,14-tetraene